ONC(CCC(=O)O)=O 4-(hydroxyamino)-4-oxobutanoic acid